C[C@H]1CN(C[C@H](O1)C)C1=NC(=C2N1C1=CC(=CC=C1N=C2)C=2C=CC(=NC2)C(CCN(C)C)NC)C 1-(5-(1-((2S,6R)-2,6-dimethylmorpholinyl)-3-methylimidazo[1,5-a]quinoxalin-8-yl)pyridin-2-yl)-N1,N3,N3-trimethylpropane-1,3-diamine